O[C@@H](C)C=1N(C=CN1)CC1=NOC(=C1)C1=CC=C(C=C1)C#CC1CC2(C1)CCN(CC2)C(CC(=O)OC)=O (S)-methyl 3-(2-((4-(3-((2-(1-hydroxyethyl)-1H-imidazol-1-yl)methyl)isoxazol-5-yl)phenyl)ethynyl)-7-azaspiro[3.5]non-7-yl)-3-oxopropanoate